ClC=1C=C(C=CC1[N+](=O)[O-])N1[C@H](O[C@@H](C1)C(=O)NC1=CC=C(C=C1)C#N)C(F)(F)F (2R,5S)-3-(3-Chloro-4-nitrophenyl)-N-(4-cyanophenyl)-2-(trifluoromethyl)oxazolidin-5-carboxamid